N,N-diisopropyl-Phenylethylamine C(C)(C)N(C(C)C)CCC1=CC=CC=C1